tert-butyl (R)-3-((4-(4-fluorophenyl)-1,2,3,4-tetrahydroquinoxaline-1-carboxamido)methyl)pyrrolidine-1-carboxylate FC1=CC=C(C=C1)N1CCN(C2=CC=CC=C12)C(=O)NC[C@@H]1CN(CC1)C(=O)OC(C)(C)C